BrC1=C(N)C(=CC(=C1F)F)Br 2,6-dibromo-3,4-difluoroaniline